C(C)OC(=O)C1=C(NC(C1)=O)C1=CC=CC=C1 5-oxo-2-phenyl-4,5-dihydro-1H-pyrrole-3-carboxylic acid ethyl ester